4-(9-(2-methoxyphenyl)-6-(2-(3-methylbenzylidene)hydrazinyl)-9H-purin-2-yl)morpholine COC1=C(C=CC=C1)N1C2=NC(=NC(=C2N=C1)NN=CC1=CC(=CC=C1)C)N1CCOCC1